2-amino-2-(5-fluoro-2-(methoxymethoxy)phenyl)-acetic acid ethyl ester C(C)OC(C(C1=C(C=CC(=C1)F)OCOC)N)=O